OC1(CN(CC1)C1=CC=C(C=N1)C1CN(C1)C(=O)N1C[C@H](CC1)C(=O)N)C(F)(F)F |r| rac-(3S)-1-[3-[6-[3-Hydroxy-3-(trifluoromethyl)pyrrolidin-1-yl]-3-pyridyl]azetidine-1-carbonyl]pyrrolidine-3-carboxamide